C1(CC1)NC1=CC(=NC=2N1N=CC2C#N)NC2=CC(=C(C=C2)F)CS(=O)(=O)C 7-(cyclopropylamino)-5-((4-fluoro-3-((methylsulfonyl)methyl)phenyl)amino)pyrazolo[1,5-a]pyrimidine-3-carbonitrile